C1(=CC=CC=C1)S(=O)(=O)N1C=C(C=2C1=NC(=CC2)C=2C(=NOC2C)C)C2=NC(=NC=C2C(F)(F)F)N[C@H]2CC[C@@H](N(C2)C(=O)OCC2=CC=CC=C2)C benzyl (2S,5S)-5-[[4-[1-(benzenesulfonyl)-6-(3,5-dimethylisoxazol-4-yl)pyrrolo[2,3-b]pyridin-3-yl]-5-(trifluoromethyl)pyrimidin-2-yl]amino]-2-methyl-piperidine-1-carboxylate